FC(OC1=CC=C(C=N1)NC1=NC=CC=C1C=1CCN(CC1)C(C=C)=O)(F)F 1-(2-((6-(trifluoromethoxy)pyridin-3-yl)amino)-3',6'-dihydro-[3,4'-bipyridin]-1'(2'h)-yl)prop-2-en-1-one